The molecule is a 1,2-diacyl-sn-glycerol in which the 1- and 2-acyl groups are specified as palmitoleoyl and stearoyl respectively. It has a role as a mouse metabolite. It derives from an octadecanoic acid and a palmitoleic acid. CCCCCCCCCCCCCCCCCC(=O)O[C@@H](CO)COC(=O)CCCCCCC/C=C\\CCCCCC